(2-(4-(6,7-dimethoxyquinazolin-4-yl)piperazin-1-yl)-2-oxoethyl)phosphonic acid COC=1C=C2C(=NC=NC2=CC1OC)N1CCN(CC1)C(CP(O)(O)=O)=O